tert-butyl 2-(aminomethyl)-7,8-dihydro-4H-pyrazolo[1,5-a][1,4]diazepine-5(6H)-carboxylate NCC1=NN2C(CN(CCC2)C(=O)OC(C)(C)C)=C1